FC1=C(C=CC=C1CC=1C(OC2=CC(=CC=C2C1C)OC1=NC=CC=C1F)=O)NS(=O)(=O)C1COC1 N-[2-fluoro-3-[[7-[(3-fluoro-2-pyridinyl)oxy]-4-methyl-2-oxo-chromen-3-yl]methyl]phenyl]oxetan-3-sulfonamide